COC=1C=C(C=C(C1)OC)C1=C(C=C(C=C1)CC(=O)N)[N+](=O)[O-] 4-(3,5-dimethoxyphenyl)-3-nitrophenylacetamide